Cl.Cl.CN1C(CNCC1)C 1,2-dimethylpiperazine dihydrochloride